NC=1C=C(C=CC1)S(=O)(=O)N(CC1=CC=C(C=C1)OC)CC1=CC=C(C=C1)OC 3-amino-N,N-bis(4-methoxybenzyl)benzenesulfonamide